O=C1N(C(C2=CC=CC=C12)=O)CC1=NSC(=N1)C1(CC1)S(=O)(=O)N [3-[(1,3-dioxoisoindol-2-yl)methyl]-1,2,4-thiadiazol-5-yl]cyclopropanesulfonamide